C(C)OC(CC(=O)NN)OCC 3,3-diethoxypropionyl-hydrazine